3-(3,4-difluoro-2-methoxyphenyl)-N-(2-(1,2-dihydroxyethyl)pyridin-4-yl)-4,5-dimethyltetrahydrofuran-2-carboxamide FC=1C(=C(C=CC1F)C1C(OC(C1C)C)C(=O)NC1=CC(=NC=C1)C(CO)O)OC